(S)-methyl 4-(5-(3,5-dichloro-4-fluorophenyl)-5-(trifluoromethyl)-4,5-dihydroisoxazol-3-yl)-2-methylbenzoate ClC=1C=C(C=C(C1F)Cl)[C@@]1(CC(=NO1)C1=CC(=C(C(=O)OC)C=C1)C)C(F)(F)F